ClC1=CC(=CC=2N=C(OC21)C=2C(=C(C=CC2)C2=C(C(=CC=C2)NC=2N=CC=C1C(=CC=NC21)CN2C[C@H](CC2)O)C)C)CO (S)-1-((8-((3'-(7-chloro-5-(hydroxymethyl)benzo[d]oxazol-2-yl)-2,2'-dimethyl-[1,1'-biphenyl]-3-yl)amino)-1,7-naphthyridin-4-yl)methyl)pyrrolidin-3-ol